1-(6-bromo-1-methylindole-3-yl)-1,3-diazinon BrC1=CC=C2C(=CN(C2=C1)C)N1C(N=CC=C1)=O